(2R,4aR)-11-fluoro-8-(2-isopropyl-4-methylpyridin-3-yl)-2,6-dimethyl-5,7-dioxo-10-(trimethylstannyl)-1,2,4,4a,5,6,7,8-octahydro-3H-pyrazino[1',2':4,5]pyrazino[2,3-c][1,8]naphthyridine FC1=CC=2C3=C(C(N(C2N=C1[Sn](C)(C)C)C=1C(=NC=CC1C)C(C)C)=O)N(C([C@@H]1N3C[C@H](NC1)C)=O)C